(R*)-N-((S)-6-(2-chloro-5-fluorophenyl)-2-methyl-8-oxo-2,6,7,8-tetrahydropyrrolo[3,4-g]indazol-5-yl)-5-fluoro-3-hydroxy-3-(trifluoromethyl)indoline-1-carboxamide ClC1=C(C=C(C=C1)F)[C@H]1NC(C2=C1C(=CC1=CN(N=C21)C)NC(=O)N2C[C@](C1=CC(=CC=C21)F)(C(F)(F)F)O)=O |o1:26|